C(C)(C)(C)OC(=O)N1C[C@@H]2COCC3=C(N2CC1)C=C(C(=C3)I)OC (R)-9-iodo-10-methoxy-1,2,4a,5-tetrahydro-7H-benzo[e]pyrazino[2,1-c][1,4]oxazepine-3(4H)-carboxylic acid tert-butyl ester